Tert-butyl 2-(chlorosulfonyl)-7-(4-methoxyphenylethyl)-7,8-dihydro-1,6-naphthyridine-6(5H)-carboxylate ClS(=O)(=O)C1=NC=2CC(N(CC2C=C1)C(=O)OC(C)(C)C)CCC1=CC=C(C=C1)OC